FC=1C(NC(NC1)=O)=O 5-fluoro-uracile